BrC1=CC=C(N=N1)CNCC1CC1 1-(6-bromopyridazin-3-yl)-N-(cyclopropylmethyl)methanamine